1-(4-(2,2-difluoroethoxy)pyridin-2-yl)-6-fluoro-3,3-dimethyl-N-(4-methyl-1,1-dioxidotetrahydro-2H-thiopyran-4-yl)-2-oxoindoline-5-carboxamide FC(COC1=CC(=NC=C1)N1C(C(C2=CC(=C(C=C12)F)C(=O)NC1(CCS(CC1)(=O)=O)C)(C)C)=O)F